N-(3-((1r,3r)-3-cyano-1-((4-methyl-4H-1,2,4-triazol-3-yl)methyl)cyclobutyl)phenyl)-6-formylimidazo[1,2-a]pyridine-8-carboxamide C(#N)C1CC(C1)(CC1=NN=CN1C)C=1C=C(C=CC1)NC(=O)C=1C=2N(C=C(C1)C=O)C=CN2